ClC1=C(C(=CC=C1)Cl)C=1C(C2=C(N=C(N=C2)NC2=CC=C(C=C2)NC2CN(CC2)C)N(C1)C)=O 6-(2,6-dichlorophenyl)-8-methyl-2-({4-[(1-methylpyrrolidin-3-yl)amino]phenyl}amino)pyrido[2,3-d]pyrimidin-5(8H)-one